tert-butyl (3aR,9bR)-7-((2-chloro-6-fluorobenzyl)oxy)-9b-((4-fluorophenyl)sulfonyl)-1,2,3a,4,5,9b-hexahydro-3H-benzo[e]indole-3-carboxylate ClC1=C(COC2=CC3=C([C@@]4(CCN([C@@H]4CC3)C(=O)OC(C)(C)C)S(=O)(=O)C3=CC=C(C=C3)F)C=C2)C(=CC=C1)F